4-(2-cyclopropyl-6-{6-[(2R)-2-hydroxy-3-(methylamino)propoxy]-1-oxo-3H-isoindol-2-yl}pyridin-4-yl)-3-(4-methyl-1,2,4-triazol-3-yl)benzonitrile C1(CC1)C1=NC(=CC(=C1)C1=C(C=C(C#N)C=C1)C1=NN=CN1C)N1C(C2=CC(=CC=C2C1)OC[C@@H](CNC)O)=O